N-(2-(1H-pyrazol-1-yl)benzyl)-2-(4-aminopiperidin-1-yl)-9-isopropyl-8-methyl-9H-purin-6-amine N1(N=CC=C1)C1=C(CNC2=C3N=C(N(C3=NC(=N2)N2CCC(CC2)N)C(C)C)C)C=CC=C1